C(C)(=O)N1CC2(CCOCC2)C2=CC=C(C=C12)C=1C=C(C(=C(C(=O)NCC=2C(NC(=CC2C)C)=O)C1)C)N(C1CCOCC1)CC 5-(1-Acetyl-2',3',5',6'-tetrahydrospiro[indolin-3,4'-pyran]-6-yl)-N-((4,6-dimethyl-2-oxo-1,2-dihydropyridin-3-yl)methyl)-3-(ethyl-(tetrahydro-2H-pyran-4-yl)amino)-2-methylbenzamide